CC1=CC=C(C=C1)S(=O)(=O)OCC1(CC1)CC#N [1-(Cyanomethyl)cyclopropyl]methyl 4-methylbenzenesulfonate